ClC1=C(C=C2CCNCC2=C1)NC1=NC=C(C(=N1)C=1SC(=C(C1)S(=O)(=O)C)Cl)C(F)(F)F 7-chloro-N-(4-(5-chloro-4-(methylsulfonyl)thiophen-2-yl)-5-(trifluoromethyl)pyrimidin-2-yl)-1,2,3,4-tetrahydroisoquinolin-6-amine